6-(3-{(E)-2-[6-(benzyloxy)-7-methoxy-1,2,3,4-tetrahydroisoquinolin-1-yl]ethenyl}-4-methylphenyl)quinoxaline C(C1=CC=CC=C1)OC=1C=C2CCNC(C2=CC1OC)/C=C/C=1C=C(C=CC1C)C=1C=C2N=CC=NC2=CC1